N1N=CC2=CC(=CC=C12)NC1=NC(=NC=C1)C=1C=C2C=C(NC2=CC1)C(=O)NC1=CN=NC=C1 5-(4-((1H-indazol-5-yl)amino)-pyrimidin-2-yl)-N-(pyridazin-4-yl)-1H-indole-2-carboxamide